CC(C#CC(C=C)O)(C)C 6,6-dimethyl-1-heptene-4-yne-3-ol